O1C2=C(OCC1)C=C(C=C2)NC2=NC(=C1C(=N2)NN=C1C)NCCCO 3-((6-((2,3-dihydrobenzo[b][1,4]dioxin-6-yl)amino)-3-methyl-1H-pyrazolo[3,4-d]pyrimidin-4-yl)amino)propan-1-ol